ClC=1C=C(OCC(=O)NC)C=C(C1CC1=CC(=C(C=C1)O)C1=CC(=NC=C1)Cl)Cl 2-(3,5-dichloro-4-(3-(2-chloropyridin-4-yl)-4-hydroxybenzyl)phenoxy)-N-methylacetamide